BrC=1C=NN2C1C=CC(=C2)OC=2N=NC(=CC2)CN2CC(C2)OC 3-bromo-6-[6-[(3-methoxyazetidin-1-yl)methyl]pyridazin-3-yl]oxypyrazolo[1,5-a]pyridine